N1(CCCC1)CC1=CC=C(CN2N=CC=3C2=NC(=NC3N)OCCCC)C=C1 1-(4-(pyrrolidin-1-ylmethyl)benzyl)-6-butoxy-1H-pyrazolo[3,4-d]pyrimidin-4-amine